COC1=C(C(=CC(=C1)CCC)OC)C=1C=2N(C=CC1C)C(=CN2)C 8-(2,6-Dimethoxy-4-propylphenyl)-3,7-dimethylimidazo[1,2-a]pyridine